P(O)(=O)(OP(=O)(O)OP(=O)(O)O)OC[C@@H]1[C@H](C[C@@H](O1)N1C(=O)NC(=O)C(=C1)Cl)O 5-chloro-2'-deoxyuridine-5'-triphosphate